2-(2,6-Dichlorophenyl)-4-phenyl-5-methylimidazole ClC1=C(C(=CC=C1)Cl)C=1NC(=C(N1)C1=CC=CC=C1)C